CC1=CC=C(C=C1)S(=O)(=O)OCCOC(COCCOS(=O)(=O)C1=CC=C(C=C1)C)COCC ((3-ethoxypropane-1,2-diyl)bis(oxy))bis(ethane-2,1-diyl) bis(4-methylbenzenesulfonate)